CC=1C=C2C=C(C(NC2=CC1)=O)C=1N=NN(C1)C1=CC=C(C=C1)C(=O)N1CCNCC1 6-methyl-3-{1-[4-(piperazine-1-carbonyl)-phenyl]-1H-[1,2,3]triazol-4-yl}-1H-quinolin-2-one